ClC1=C2C=NN(C2=CC(=C1)S(=O)(=O)NC1(CC1)C#N)C=1SC(=NN1)C(F)F 4-chloro-N-(1-cyanocyclopropyl)-1-[5-(difluoro-methyl)-1,3,4-thiadiazol-2-yl]-1H-indazole-6-sulfonamide